CC(C)OC=1C=C2C(=NNC2=CC1)C1=NC=CC(=N1)C1=CN(C=C1)CCC(C)O 4-(3-{2-[5-(propan-2-yloxy)-1H-indazol-3-yl]pyrimidin-4-yl}-1H-pyrrol-1-yl)butane-2-ol